di(4-tert-butylbenzoyl)resorcinolBenzoyl-resorcinol C(C)(C)(C)C1=CC=C(C(=O)C2=CC(=C(C(=C2O)C(C2=CC=CC=C2C2=C(O)C=CC=C2O)=O)O)C(C2=CC=C(C=C2)C(C)(C)C)=O)C=C1